C(\C=C/C=CC=CC=CC=CC=CCCCCCCCCC)(=O)O Z-docosahexaenoic acid